5-Fluoro-N-(2-((1r,4r)-4-formylcyclohexyl)-6-methoxy-2H-indazol-5-yl)-6-methylpicolinamide FC=1C=CC(=NC1C)C(=O)NC1=CC2=CN(N=C2C=C1OC)C1CCC(CC1)C=O